benzyl (2S,4R)-1-[(2S)-3,3-dimethyl-2-(phenoxycarbonylamino)butanoyl]-4-hydroxy-pyrrolidine-2-carboxylate CC([C@@H](C(=O)N1[C@@H](C[C@H](C1)O)C(=O)OCC1=CC=CC=C1)NC(=O)OC1=CC=CC=C1)(C)C